hydroxy-3-(4-(trifluoromethyl)phenyl)pyrrolidine-1-carboxylic acid tert-butyl ester C(C)(C)(C)OC(=O)N1C(C(CC1)C1=CC=C(C=C1)C(F)(F)F)O